2-tert-butyl-2,8-diazaspiro[4.5]decan-1-one, hydrochloride Cl.C(C)(C)(C)N1C(C2(CC1)CCNCC2)=O